ClC=1C=C2C3=C(N(C2=C(C1)C1=CC=C(C=C1)C)CC)C=NC=C3 6-Chloro-9-ethyl-8-p-tolyl-9H-pyrido[3,4-b]indole